4-(2,4-diaminopyrimidin-5-yloxy)-2-iodo-5-isopropyl-phenol NC1=NC=C(C(=N1)N)OC1=CC(=C(C=C1C(C)C)O)I